N-{(4aR,6R)-2-[4-(2,6-difluorophenyl)-5-fluoro-1,2-benzoxazol-3-yl]-5,5-difluoro-1-oxooctahydropyrrolo[1,2-c]pyrimidin-6-yl}ethanesulfonamide FC1=C(C(=CC=C1)F)C1=C(C=CC2=C1C(=NO2)N2C(N1[C@H](CC2)C([C@@H](C1)NS(=O)(=O)CC)(F)F)=O)F